FC(C1=NN(C=C1C(=O)NC1=C(C=CC=C1)I)C)F 3-(difluoromethyl)-N-(2-iodophenyl)-1-methyl-1H-pyrazole-4-carboxamide